N-(5-(2-(((1r,4r)-4-(dimethylamino)cyclohexyl)amino)-8-isopropyl-7-oxo-7,8-dihydropyrido[2,3-d]-pyrimidin-6-yl)-6-methylpyridin-2-yl)-2-fluoro-3-methyl-benzenesulfonamide CN(C1CCC(CC1)NC=1N=CC2=C(N1)N(C(C(=C2)C=2C=CC(=NC2C)NS(=O)(=O)C2=C(C(=CC=C2)C)F)=O)C(C)C)C